N1(N=CC=C1)C1=NN=CS1 5-(pyrazol-1-yl)-1,3,4-thiadiazol